CC1NCC1N1N=C(C=2C1=NC=CC2)C2=CC=C(C=C2)C(F)(F)F 1-(2-methylazetidin-3-yl)-3-(4-(trifluoromethyl)phenyl)-1H-pyrazolo[3,4-b]pyridine